3,4-diphenyl-methyl-sulfolane C1(=CC=CC=C1)C1C(S(=O)(=O)CC1C1=CC=CC=C1)C